1-(4-chloro-3-fluorobenzyl)piperidin ClC1=C(C=C(CN2CCCCC2)C=C1)F